C1(CC1)C1=NNC(=C1)NC1=CC2=C(C(=NO2)NS(=O)(=O)C2=C(C=C(C=C2OC)C(C)N2CCOCC2)OC)C=C1OC N-{6-[(3-cyclopropyl-1H-pyrazol-5-yl)amino]-5-methoxy-1,2-benzoxazol-3-yl}-2,6-dimethoxy-4-[1-(morpholin-4-yl)ethyl]benzene-1-sulfonamide